COC(=O)C1=CC(=NO1)OC1CC(C1)(F)F 3-(3,3-difluorocyclobutoxy)isoxazole-5-carboxylic acid methyl ester